NC1=C(C2=C(N3CCC2CC3)S1)C(=O)OCC ethyl 2-amino-5,6-dihydro-4H-4,7-ethanothieno[2,3-b]pyridine-3-carboxylate